F[C@H]1CN(CC1)C1CCC(CC1)NC1=NC2=CC=C(C=C2C=N1)B1OC(C(O1)(C)C)(C)C N-((1R,4r)-4-((R)-3-fluoropyrrolidin-1-yl)cyclohexyl)-6-(4,4,5,5-tetramethyl-1,3,2-dioxaborolan-2-yl)quinazolin-2-amine